ClC1=C(C=C(C=C1)NC(NC1=C(C=C(OC2=CC(=NC=C2)C(=O)NC)C=C1)F)=O)C(F)(F)F 4-(4-(3-(4-Chloro-3-(trifluoromethyl)phenyl)ureido)-3-fluorophenoxy)-N-methylpicolinamide